C(C)(C)(C)OC(=O)N1CCN(CC1)C=1C2=CN(N=C2C(=CC1)C(NC=1C=C(C=2N(C1)C(=C(N2)C)C)OC)=O)C.ClC2=NC(=CC(=C2)Cl)C(F)F 2,4-dichloro-6-(difluoromethyl)pyridine tert-butyl-4-[7-[(8-methoxy-2,3-dimethyl-imidazo[1,2-a]pyridin-6-yl)carbamoyl]-2-methyl-indazol-4-yl]piperazine-1-carboxylate